2-chloro-5-methoxy-N-((1-(1-methyl-4-(trifluoromethyl)-1H-imidazol-2-yl)-2-oxabicyclo[2.2.2]oct-4-yl)methyl)pyrimidin-4-amine ClC1=NC=C(C(=N1)NCC12COC(CC1)(CC2)C=2N(C=C(N2)C(F)(F)F)C)OC